tris(8-hydroxyquinoline) erbium [Er].OC=1C=CC=C2C=CC=NC12.OC=1C=CC=C2C=CC=NC12.OC=1C=CC=C2C=CC=NC12